[3-Hydroxy-1-(4-hydroxy-phenyl)-2,5-dioxo-pyrrolidin-3-yl]-acetic acid OC1(C(N(C(C1)=O)C1=CC=C(C=C1)O)=O)CC(=O)O